N-(4-fluoro-3-methoxybenzyl)-O-methylhydroxylamine FC1=C(C=C(CNOC)C=C1)OC